[1-[2-[6-[3-(difluoromethyl)-4-fluoro-phenyl]pyrazolo[4,3-b]pyridin-1-yl]acetyl]azetidin-3-yl]carbamate FC(C=1C=C(C=CC1F)C=1C=C2C(=NC1)C=NN2CC(=O)N2CC(C2)NC([O-])=O)F